C1OCC12CN(C2)[C@@H]2CC[C@H](CC2)N(N)C(=O)OCC2=CC=CC=C2 benzyl [trans-4-(2-oxa-6-azaspiro[3.3]hept-6-yl)cyclohexyl]hydrazinecarboxylate